P(=O)(O)(O)OC[C@@H]1[C@H]([C@H]([C@@H](O1)C1=CN(C(=O)NC1=O)C)O)O N1-methyl-pseudouridine 5'-monophosphate